N-allyl-3-phenyl-1-(p-tolyl)-1H-pyrazole-4-carboxamide C(C=C)NC(=O)C=1C(=NN(C1)C1=CC=C(C=C1)C)C1=CC=CC=C1